NC1=NC(N(C=C1)[C@@H]1O[C@]([C@H]([C@@H]1O)OCC1=CC=CC=C1)(C)COCC1=CC=CC=C1)=O 4-amino-1-((2R,3S,4S,5R)-4-(benzyloxy)-5-((benzyloxy)methyl)-3-hydroxy-5-methyltetrahydrofuran-2-yl)pyrimidin-2(1H)-one